phosphanate P(=O)[O-]